COC(=O)C1(CCCCC1)N1N=C2C=C(C(=CC2=C1)[N+](=O)[O-])CC (6-ethyl-5-nitro-indazol-2-yl)cyclohexanecarboxylic acid methyl ester